tripropargyl phosphite P(OCC#C)(OCC#C)OCC#C